1-(4-fluorobenzyl)-6-oxo-1,6-dihydropyrimidine-4-carboxamide FC1=CC=C(CN2C=NC(=CC2=O)C(=O)N)C=C1